6-(6-(4,4-difluoropiperidine-1-carbonyl)-1,1a,2,7b-tetrahydro-3H-cyclopropa[c]quinolin-3-yl)-2-methylphthalazin-1(2H)-one FC1(CCN(CC1)C(=O)C1=CC=2C3C(CN(C2C=C1)C=1C=C2C=NN(C(C2=CC1)=O)C)C3)F